NOC(C=C)=O acrylic acid amino ester